[Na+].N1C(CC2=CC=CN=C12)S(=O)(=O)[O-] dihydro-7-azaindole-2-sulfonic acid sodium salt